OC1=C(C=CC(=C1OC)OC)\C=C\C(=O)C1=C(C(=C(C=C1)OC)OC)OC hydroxy-3,4,2',3',4'-pentamethoxyl-chalcone